N-((3-chloropyridin-4-yl)methyl)-5-methyl-6-(3-(trifluoromethyl)-7,8-dihydro-1,6-naphthyridin-6(5H)-yl)pyridazine-3-carboxamide ClC=1C=NC=CC1CNC(=O)C=1N=NC(=C(C1)C)N1CC=2C=C(C=NC2CC1)C(F)(F)F